C1(CC1)[C@H](C1=CC=2N(N=C1)C=C(N2)[C@@H](NC(=O)[C@@H]2[C@H](C2)CF)C2CCC(CC2)(F)F)NC(CCC(F)(F)F)=O |o1:3,17,18| (1S*,2S*)-N-((S)-(7-((R*)-Cyclopropyl(4,4,4-trifluorobutanamido)methyl)imidazo[1,2-b]pyridazin-2-yl)(4,4-difluorocyclohexyl)methyl)-2-(fluoromethyl)cyclopropane-1-carboxamide